1,1-triethoxyethane CCOC(C)(OCC)OCC